1-pentadecanoyl-2-(6Z,9Z,12Z,15Z-octadecatetraenoyl)-glycero-3-phosphoserine CCCCCCCCCCCCCCC(=O)OC[C@H](COP(=O)(O)OC[C@@H](C(=O)O)N)OC(=O)CCCC/C=C\C/C=C\C/C=C\C/C=C\CC